CN[C@@H](C(=O)O)CCCCC=C (R)-2-(methylamino)oct-7-enoic acid